triethylphosphonium tetra(phenyl)borate C1(=CC=CC=C1)[B-](C1=CC=CC=C1)(C1=CC=CC=C1)C1=CC=CC=C1.C(C)[PH+](CC)CC